C1(CCC1)CN(C(OC(C)(C)C)=O)[C@H]1CN(CCC1)C1=CC=C(C=C1)C1(COC1)C(NC1=NC(=CN=C1)N1CCCC1)=O tert-butyl (R)-(cyclobutylmethyl)(1-(4-(3-((6-(pyrrolidin-1-yl)pyrazin-2-yl)carbamoyl)oxetan-3-yl)phenyl)piperidin-3-yl)carbamate